Cl.C[C@@H]1CNCCC1 (3S)-3-methylpiperidine hydrochloride